The molecule is an organic thiophosphate, an organothiophosphate insecticide and a pyridazinone. It has a role as an EC 3.1.1.7 (acetylcholinesterase) inhibitor and an agrochemical. It derives from a 6-hydroxy-2-phenylpyridazin-3-one. CCOP(=S)(OCC)OC1=NN(C(=O)C=C1)C2=CC=CC=C2